ClC=1C=C(C=CC1C)C(CCCCCOB([O-])[O-])(C1=CC(=C(C=C1)C)Cl)C1=CC(=C(C=C1)C)Cl.C(C1=CC=CC=C1)[N+](C)(C)CCCCCCCCCCCCCCCC.C(C1=CC=CC=C1)[N+](C)(C)CCCCCCCCCCCCCCCC N-benzyl-N,N-dimethylhexadecylammonium tris(3-chloro-4-methylphenyl)hexyl-borate